NC(C)(C)C1(CN(CCC1)CC1=CC=CC=C1)O 3-(2-aminopropan-2-yl)-1-benzylpiperidin-3-ol